4-((8-Aminoisoquinolin-4-yl)amino)-N-(4-(4-methylpiperazin-1-yl)phenyl)-2-oxo-1,2-dihydropyridine-3-carboxamide NC=1C=CC=C2C(=CN=CC12)NC1=C(C(NC=C1)=O)C(=O)NC1=CC=C(C=C1)N1CCN(CC1)C